CC(C)C1=C(C=C(C=C1O)\C=C\C1=CC=CC=C1)O 2-(1-methylethyl)-5-[(1E)-2-phenylvinyl]-1,3-benzenediol